CC=1C(=NC=CC1)C=O 3-methylpyridinecarbaldehyde